3-((6-phenylquinolin-4-yl)amino)-N-(3-(pyridin-4-ylamino)phenyl)benzamide tert-butyl-4-{3-[4-(trifluoromethyl)benzoyl]pyrazin-2-yl}piperazine-1-carboxylate C(C)(C)(C)OC(=O)N1CCN(CC1)C1=NC=CN=C1C(C1=CC=C(C=C1)C(F)(F)F)=O.C1(=CC=CC=C1)C=1C=C2C(=CC=NC2=CC1)NC=1C=C(C(=O)NC2=CC(=CC=C2)NC2=CC=NC=C2)C=CC1